nonan-1-amine C(CCCCCCCC)N